C(#N)/C(/C(=O)OCC)=C/C1=CC=C(C=C1)C1=NN(C=N1)C1=CC=C(C=C1)OC(F)(F)F (Z)-ethyl 2-cyano-3-(4-(1-(4-(trifluoromethoxy)phenyl)-1H-1,2,4-triazol-3-yl)phenyl)acrylate